8-methoxy-4-[4-(methylsulfanylmethyl)-1-piperidyl]quinoline-3-carbonitrile COC=1C=CC=C2C(=C(C=NC12)C#N)N1CCC(CC1)CSC